ClC=1C(=NN(C1C)C=1C=C(C(=O)NC2=CC3=C(OC(C(O3)(F)F)(F)F)C=C2)C=CC1)C 3-(4-chloro-3,5-dimethyl-pyrazol-1-yl)-N-(2,2,3,3-tetrafluoro-1,4-benzodioxin-6-yl)benzamide